ClC1=C(C=CC(=C1NC=1C(=C2C(N(C=NC2=CC1)C)=O)C)F)C1N(CC1F)S(=O)(=O)N (2-chloro-3-((3,5-dimethyl-4-oxo-3,4-dihydroquinazolin-6-yl)amino)-4-fluorophenyl)-3-fluoroazetidine-1-sulfonamide